Benzyl (5-(8-fluoro-4-oxo-3,4-dihydrophthalazin-1-yl)-1H-benzimidazol-2-yl)carbamate FC=1C=CC=C2C(NN=C(C12)C1=CC2=C(NC(=N2)NC(OCC2=CC=CC=C2)=O)C=C1)=O